C(CCCCC)C1=C(C(=O)N)C=CC(=C1)COC1=COC(=CC1=O)CN1CC2=CC=CC=C2C1 n-hexyl-4-(((6-(isoindolin-2-ylmethyl)-4-oxo-4H-pyran-3-yl)oxy)methyl)benzamide